C1(CC1)C=1C=CC2=C(N(C(NC2=O)=O)C=2C(=NC=CC2)C)N1 7-cyclopropyl-1-(2-methylpyridin-3-yl)pyrido[2,3-d]pyrimidine-2,4-dione